2-[(R)-amino([1-[(2R)-1,4-dioxane-2-carbonyl]piperidin-4-yl])methyl]-4,5-dichlorophenol N[C@@H](C1=C(C=C(C(=C1)Cl)Cl)O)C1CCN(CC1)C(=O)[C@@H]1OCCOC1